ClC=1C=C2C=C(C=NC2=C(C1)B1OC(C(O1)(C)C)(C)C)OC 6-chloro-3-methoxy-8-(4,4,5,5-tetramethyl-1,3,2-dioxaborolan-2-yl)quinoline